3-(5-((4-(2-methylthieno[2,3-d]pyrimidin-4-yl)piperidin-1-yl)methyl)-1-oxoisoindolin-2-yl)piperidine-2,6-dione CC=1N=C(C2=C(N1)SC=C2)C2CCN(CC2)CC=2C=C1CN(C(C1=CC2)=O)C2C(NC(CC2)=O)=O